ClC1=C(C=CC=C1)NCC(=O)Cl (2-chlorophenyl)glycine chloride